(E)-3-fluoro-2-(6-fluoro-chroman-2-yl)prop-2-en F/C=C(\C)/C1OC2=CC=C(C=C2CC1)F